C(=O)C1=C2C(=NC(=C1)C(=O)NC=1C=NC=C(C1)C1(CC(C1)C)C1=NN=CN1C)C(CN2)(C)C 7-formyl-3,3-dimethyl-N-(5-((1s,3s)-3-methyl-1-(4-methyl-4H-1,2,4-triazol-3-yl)cyclobutyl)pyridin-3-yl)-2,3-dihydro-1H-pyrrolo[3,2-b]pyridine-5-carboxamide